C(C)(C)(C)OC(=O)N1CCC(CC1)C1=NOC(=N1)C=1C=NC=C(C1)[C@](C1=CC=C(C=C1)C(C)C)(O)C1(CN(C1)C)C 4-(5-{5-[(R)-(1,3-dimethyl-azetidin-3-yl)-hydroxy-(4-isopropyl-phenyl)-methyl]-pyridin-3-yl}-[1,2,4]Oxadiazol-3-yl)-piperidine-1-carboxylic acid tert-butyl ester